(((3s,5s)-5-((6-bromopyridin-2-yl) carbamoyl) pyrrolidin-3-yl) methyl) carbamate C(N)(OC[C@@H]1CN[C@@H](C1)C(NC1=NC(=CC=C1)Br)=O)=O